ClC1=C(C=CC=C1)COC=1C=NC=C(C1)C=1C=NN(C1)C1CCNCC1 3-((2-chlorophenyl)methoxy)-5-(1-(piperidin-4-yl)-1H-pyrazol-4-yl)pyridine